CN1N=CC=2NCCCC21 1-methyl-4,5,6,7-tetrahydropyrazolo[4,3-b]pyridine